FC1=CC2=C(N=C(N=C2N[C@H](C)C2=CC(=CC=C2)C(F)(F)F)C)C(=N1)C 6-fluoro-2,8-dimethyl-N-{(1R)-1-[3-(trifluoromethyl)phenyl]ethyl}pyrido[3,4-d]pyrimidin-4-amine